3-(4-(2,5-Diazabicyclo[2.2.2]octan-2-yl)-8-fluoro-2-(((2S,7aR)-2-fluorotetrahydro-1H-pyrrolizin-7a(5H)-yl)methoxy)pyrido[4,3-d]pyrimidin-7-yl)-4-cyclopropyl-5-fluorophenol C12N(CC(NC1)CC2)C=2C1=C(N=C(N2)OC[C@@]23CCCN3C[C@H](C2)F)C(=C(N=C1)C=1C=C(C=C(C1C1CC1)F)O)F